OC[C@@H]1[C@@H](CCC1)NC1=NC(=NC=C1C#N)NC1CCC(CC1)OC 4-((1R,2S)-2-(hydroxymethyl)cyclopentylamino)-2-((1r,4R)-4-methoxycyclohexylamino)pyrimidine-5-carbonitrile